CC1CCC(C(C1)OC(=O)OCC(C)O)C(C)C 2-isopropyl-5-methylcyclohexyloxycarbonyloxy-2-hydroxypropane